6-(2-amino-6-fluoro-5-(4-(4-isopropylpiperazin-1-yl)phenyl)pyridin-3-yl)-4-fluoro-3-methylisoquinolin-1(2H)-one NC1=NC(=C(C=C1C=1C=C2C(=C(NC(C2=CC1)=O)C)F)C1=CC=C(C=C1)N1CCN(CC1)C(C)C)F